NC1=C(C=CC(=C1)Br)CCCC1=CC=CC=C1 1-(2-amino-4-bromophenyl)-3-phenylpropan